C(C)C1=CC=C(C=C1)C=1N(C(=NN1)SC(C(=O)C1=CC(=CC=C1)F)C)C 2-{[5-(4-ethylphenyl)-4-methyl-4H-1,2,4-triazol-3-yl]sulfanyl}-1-(3-fluorophenyl)propan-1-on